C(#N)[C@@H](C[C@@H]1C(NCCC1)=O)NC(=O)[C@@H]1N(C[C@@H]2[C@H]1CC(C2)(F)F)C(=O)C=2NC1=C(C(=CC(=C1C2)F)C)F (1R,3aS,6aR)-N-((R)-1-cyano-2-((R)-2-oxopiperidin-3-yl)ethyl)-2-(4,7-difluoro-6-methyl-1H-indole-2-carbonyl)-5,5-difluorooctahydrocyclopenta[c]pyrrole-1-carboxamide